ON(\C=C\C1=NN(C(=C1)C(F)(F)F)C)O (E)-N,N-dihydroxy-2-[1-methyl-5-(trifluoromethyl)pyrazol-3-yl]ethenamine